7-(1,3-dioxolan-2-yl)-1-((2-(trimethylsilyl)ethoxy)methyl)-1H-benzo[d][1,2,3]triazole-5-carboxylic acid O1C(OCC1)C1=CC(=CC2=C1N(N=N2)COCC[Si](C)(C)C)C(=O)O